FC1=C(CNC2=NN=C3N2C=C(C=C3)C(F)(F)F)C=CC(=C1)C1=C3C(=NC=C1)NC(=N3)C=3C=NN(C3)C N-(2-Fluoro-4-(2-(1-methyl-1H-pyrazol-4-yl)-3H-imidazo[4,5-b]pyridin-7-yl)benzyl)-6-(trifluoromethyl)-[1,2,4]triazolo[4,3-a]pyridin-3-amine